CCCCCCCCCCCCCCCCCC(=O)NCO N-Methylolstearamide